3-propylpentan-2,4-dione C(CC)C(C(C)=O)C(C)=O